(6-(4-methoxybenzyl)-7,7-dimethyl-5-oxo-6,7-dihydro-5H-pyrrolo[3,4-b]pyridin-3-yl)boronic acid COC1=CC=C(CN2C(C3=NC=C(C=C3C2=O)B(O)O)(C)C)C=C1